ClC1=CC=C(C(=N1)C=1C=NN(C1)C)N 6-Chloro-2-(1-methylpyrazol-4-yl)pyridin-3-amine